7-bromo-8-fluoro-3-methyl-1H-quinolin-2-one BrC1=CC=C2C=C(C(NC2=C1F)=O)C